(3S)-N-((1R)-2-((3-fluoro-4-(trimethylsilyl)phenyl)amino)-1-(4-methoxyphenyl)-2-oxoethyl)-5-oxopyrrolidine FC=1C=C(C=CC1[Si](C)(C)C)NC([C@@H](C1=CC=C(C=C1)OC)N1CCCC1=O)=O